4-(5-ethynyl-2-{[4-(4-methylpiperazin-1-yl)phenyl]amino}-7-oxopyrido[2,3-d]pyrimidin-8-yl)-1-methylpyrrolidin-2-one C(#C)C1=CC(N(C=2N=C(N=CC21)NC2=CC=C(C=C2)N2CCN(CC2)C)C2CC(N(C2)C)=O)=O